5-(6-morpholino-4-(phenylsulfonyl)pyridin-2-yl)thiazol-2-amine O1CCN(CC1)C1=CC(=CC(=N1)C1=CN=C(S1)N)S(=O)(=O)C1=CC=CC=C1